C(C1=CC=CC=C1)OCCC/C=C/C(=O)OCC ethyl (E)-6-(benzyloxy)hex-2-enoate